FC=1C=C(COC2=NC(N3C(N4[C@@]5(CO[C@H](C4)C5)C3)=C2)=O)C=C(C1F)F (3S,11aR)-7-((3,4,5-trifluorobenzyl)oxy)-3,4-dihydro-1H,9H,11H-3,11a-methanopyrimido[6',1':2,3]imidazo[5,1-c][1,4]oxazin-9-one